CC1=CC=C(C(=N1)C1=CC=C2C=CC=NC2=C1)C=1C=NNC1 7-(6-methyl-3-(1H-pyrazol-4-yl)pyridin-2-yl)quinoline